3-bromo-9-ethyl-6,6-dimethyl-8-(4-methylpiperazin-1-yl)-5,6-dihydro-11H-benzo[b]carbazol BrC1=CC=C2C=3CC4=C(C(C3NC2=C1)(C)C)C=C(C(=C4)CC)N4CCN(CC4)C